tert-butyl (3R,4R)-4-[2-(4-methoxycarbonylphenoxy)phenyl]-3-nitro-3,4-dihydro-2H-pyridine-1-carboxylate COC(=O)C1=CC=C(OC2=C(C=CC=C2)[C@@H]2[C@H](CN(C=C2)C(=O)OC(C)(C)C)[N+](=O)[O-])C=C1